FC1=NC(=C2N=CN(C2=N1)C1OCCCC1)NCC1=CC(=CC=C1)Br 2-fluoro-6-[(3-bromobenzyl)amino]-9-(tetrahydro-2H-pyran-2-yl)-9H-purine